behenyl-eicosane C(CCCCCCCCCCCCCCCCCCCCC)CCCCCCCCCCCCCCCCCCCC